N-(3-((R)-1-(4-methyl-4H-1,2,4-triazol-3-yl)propan-2-yl)phenyl)-4-((R)-3-(methylamino)pyrrolidine-1-carbonyl)picolinamide CN1C(=NN=C1)C[C@@H](C)C=1C=C(C=CC1)NC(C1=NC=CC(=C1)C(=O)N1C[C@@H](CC1)NC)=O